4-(2-(6-(4-fluorophenyl)-1,1-dioxido-1,2,6-thiadiazinan-2-yl)acetamido)adamantan-1-carboxamide FC1=CC=C(C=C1)N1CCCN(S1(=O)=O)CC(=O)NC1C2CC3(CC(CC1C3)C2)C(=O)N